2-(2,4-difluorophenoxy)-1-(2-fluoro-4-(5-(trifluoromethyl)-1,2,4-oxadiazol-3-yl)phenyl)ethan-1-one FC1=C(OCC(=O)C2=C(C=C(C=C2)C2=NOC(=N2)C(F)(F)F)F)C=CC(=C1)F